NC1=NC=C(C=2N=C(N=CC21)OC2CCCCC2)C2=CC=C(C=C2)F (1R,4R)-4-((5-amino-8-(4-fluorophenyl)pyrido[4,3-d]pyrimidin-2-yl)oxy)cyclohexane